3-mercapto-1,2,4-triazol SC1=NNC=N1